O1C2=C(OCC1C=1N[C@@H](C(N1)([2H])[2H])[2H])C=CC=C2 (5R)-2-(2,3-dihydrobenzo[b][1,4]dioxin-2-yl)-4,5-dihydro-1H-imidazole-4,4,5-d3